CC=1C=CC(=C(C1)O)C(C)C 5-methyl-2-(1-methylethyl)-phenol